3-(5-(difluoromethyl)-1,3,4-thiadiazol-2-yl)-8-(2,2-dioxido-2-thia-7-azaspiro[3.5]nonan-7-yl)-N-(1-methylcyclopropyl)imidazo[1,2-a]pyridine-6-sulfonamide FC(C1=NN=C(S1)C1=CN=C2N1C=C(C=C2N2CCC1(CS(C1)(=O)=O)CC2)S(=O)(=O)NC2(CC2)C)F